O=C1NC(CCC1C=1C=CC(=NC1)N1CCC(CC1)CC(=O)N1CCC(CC1)C=1N=C2N(C=C(C(=C2)OC(C)C)C(=O)NC=2C=NN3C2N=CC=C3)C1)=O 2-(1-(2-(1-(5-(2,6-dioxopiperidin-3-yl)pyridin-2-yl)piperidin-4-yl)acetyl)piperidin-4-yl)-7-isopropoxy-N-(pyrazolo[1,5-a]pyrimidin-3-yl)imidazo[1,2-a]pyridine-6-carboxamide